6-chloro-1-methyl-3-(1H-pyrazol-4-yl)-2-(5-(trifluoromethyl)-1H-1,2,4-triazol-3-yl)-1H-indole-7-carbonitrile ClC1=CC=C2C(=C(N(C2=C1C#N)C)C1=NNC(=N1)C(F)(F)F)C=1C=NNC1